N-(4,5-dichloro-2-ethoxybenzyl)-1-(piperidin-4-yl)methanamine ClC1=CC(=C(CNCC2CCNCC2)C=C1Cl)OCC